6-formyl-2-(methylsulfanyl)-4-phenyl-4H-pyrrolo[2,3-d]Thiazole-5-carboxylic acid ethyl ester C(C)OC(=O)C1=C(C2=C(N=C(S2)SC)N1C1=CC=CC=C1)C=O